O.O.C(=O)(O)C(CCC1=CC=CC=C1)N[C@@H](CCCCN)C(=O)N1[C@@H](CCC1)C(=O)O (S)-1-[N2-(1-carboxy-3-phenylpropyl)-L-lysyl]-L-proline dihydrate